Cl.COC(=O)C1CC2(C1)CC(C2)N (rac)-6-amino-spiro[3.3]heptane-2-carboxylic acid methyl ester hydrochloride